(S)-2-(2-(3-(ethoxymethyl)-1-(1-(6-methylpyridin-3-yl)cyclohexyl)pyrrolidin-3-yl)ethyl)-5-fluoropyridine C(C)OC[C@@]1(CN(CC1)C1(CCCCC1)C=1C=NC(=CC1)C)CCC1=NC=C(C=C1)F